2,5-dimethyl-4-nitrobenzene CC1=CC=C(C(=C1)[N+](=O)[O-])C